N,N-dimethylaminomethacrylate CN(C)C=C(C(=O)[O-])C